sodium 3-[(2,3-dihydrothieno[3,4-b]-[1,4]dioxin-2-yl)methoxy]-1-propanesulfonate O1C=2C(OCC1COCCCS(=O)(=O)[O-])=CSC2.[Na+]